C(CCC)C1=NC=2C(=C3C(=NC2N)C=CS3)N1CC1CCN(CC1)C 2-butyl-1-[(1-methylhexahydropyridin-4-yl)methyl]thieno[3,2-b]imidazo[4,5-d]pyridine-4-amine